1-t-butyl 2,4-dimethyl (2S)-4-(3,5-dibromopyrazol-1-yl)pyrrolidine-1,2,4-tricarboxylate BrC1=NN(C(=C1)Br)C1(C[C@H](N(C1)C(=O)OC(C)(C)C)C(=O)OC)C(=O)OC